[Na+].[OH-].[K+].[OH-] potassium hydroxide, sodium salt